CC(CN1N=CC(=C1)C1=CC=C(C=C1)C(=O)N1CCN(CC1)C=1OC=2C(=NC(=CC2)C)N1)(C)C [4-[1-(2,2-dimethylpropyl)pyrazol-4-yl]phenyl]-[4-(5-methyloxazolo[4,5-b]pyridin-2-yl)piperazin-1-yl]methanone